C(C)(C)(C)C1=NC(=NO1)C1=CC(=C(C=C1)C1CC1)OCC(F)(F)F 5-tert-butyl-3-[4-cyclopropyl-3-(2,2,2-trifluoroethoxy)phenyl]-1,2,4-Oxadiazole